4-hexyldecyl 8-[4-(dimethylamino)butanoyl-[8-(4-hexyldecoxy)-8-oxo-octyl]amino]octanoate CN(CCCC(=O)N(CCCCCCCC(=O)OCCCC(CCCCCC)CCCCCC)CCCCCCCC(=O)OCCCC(CCCCCC)CCCCCC)C